2-Amino-7-fluoro-4-(5-fluoro-3-((R)-3-((S)-3-(hydroxymethyl)-4-methylpiperazin-1-yl)pyrrolidin-1-yl)-7,9-dihydrofuro[3,4-f]quinazolin-6-yl)thieno[3,2-c]pyridine-3-carbonitrile NC1=C(C=2C(=NC=C(C2S1)F)C=1C2=C(C=3C=NC(=NC3C1F)N1C[C@@H](CC1)N1C[C@H](N(CC1)C)CO)COC2)C#N